2-((1r,4r)-4-(dimethylcarbamoyl)cyclohexylamino)-4-(isopropylamino)pyrimidine-5-carboxamide CN(C(=O)C1CCC(CC1)NC1=NC=C(C(=N1)NC(C)C)C(=O)N)C